[2-[[(1R)-1-[3,6-dimethyl-2-(2-methylindazol-5-yl)-4-oxo-chromen-8-yl]ethyl]amino]phenyl]sulfonylacetamide CC1=C(OC2=C(C=C(C=C2C1=O)C)[C@@H](C)NC1=C(C=CC=C1)S(=O)(=O)CC(=O)N)C1=CC2=CN(N=C2C=C1)C